2-(4-hydroxyphenyl)naphthalene-1,8-dicarboxylic anhydride OC1=CC=C(C=C1)C1=C2C3=C(C=CC=C3C=C1)C(=O)OC2=O